(2RS)-4,4,4-trifluoro-2-(4-fluorophenyl)butanoic acid FC(C[C@@H](C(=O)O)C1=CC=C(C=C1)F)(F)F |r|